homopiperazine, hydrochloride Cl.N1CCNCCC1